C(#N)C=1C=C(C=CC1O[C@@H]1[C@@H]2[C@H](OC1)[C@H](CO2)OCC(C)C)C=2SC(=C(N2)C)C(=O)O 2-(3-cyano-4-{[(3S,3aR,6S,6aR)-6-isobutoxyhexahydrofuro[3,2-b]furan-3-yl]oxy}phenyl)-4-methylthiazole-5-carboxylic acid